O=C1C(O)=C([O-])[C@H](O1)[C@@H](O)CO.[NH4+] Ammonium ascorbat